7-(cyanoamino)-3-cyclopropyl-N-(2-fluoro-2-methyl-propyl)-8,9-dihydro-7H-cyclopenta[h]isoquinoline-5-sulfonamide C(#N)NC1CCC2=C1C=C(C=1C=C(N=CC21)C2CC2)S(=O)(=O)NCC(C)(C)F